[Al+3].C(C)CC(CC(=O)[O-])=O.C(C)CC(CC(=O)[O-])=O.C(C)CC(CC(=O)[O-])=O (Ethylacetoacetate) aluminum